5-{6-[2-(6-Chloro-4-methoxy-2-methyl-indol-1-yl)-ethylamino]-pyrimidin-4-yl}-3-isopropoxy-thiophene-2-carboxylic acid ClC1=CC(=C2C=C(N(C2=C1)CCNC1=CC(=NC=N1)C1=CC(=C(S1)C(=O)O)OC(C)C)C)OC